ClC(C(=O)C1=CC(=C(C=C1)Cl)F)NC(=O)C=1C=NC(=NC1)C1CC1 N-[1-chloro-2-(4-chloro-3-fluorophenyl)-2-oxoethyl]-2-cyclopropylpyrimidine-5-carboxamide